O=C1NC(CCC1C=1C(=C2C(NC(C2=CC1)=O)=O)F)=O (2,6-dioxo-piperidin-3-yl)-4-fluoro-isoindole-1,3-dione